4-(2-amino-4-fluoro-phenyl)-7-hydroxy-chromen-2-one NC1=C(C=CC(=C1)F)C1=CC(OC2=CC(=CC=C12)O)=O